N-(4-((7-cyano-2-((4,4-dimethyl-6,7-dihydro-4H-pyrazolo[5,1-c][1,4]oxazin-2-yl)amino)-1-methyl-1H-imidazo[4,5-b]pyridin-6-yl)oxy)pyridin-2-yl)acetamide C(#N)C1=C2C(=NC=C1OC1=CC(=NC=C1)NC(C)=O)N=C(N2C)NC2=NN1C(C(OCC1)(C)C)=C2